diphenyl-[2-(phenylsulfanyl)phenyl]sulfonium hexafluorophosphate F[P-](F)(F)(F)(F)F.C1(=CC=CC=C1)[S+](C1=C(C=CC=C1)SC1=CC=CC=C1)C1=CC=CC=C1